C1CC=CC=2C=CC3C4CCC=C4CCC3C12 2,8,9,11,12,14,15,16-octahydro-1H-cyclopenta[a]phenanthrene